FC[C@H]1N=C(CC1)OC (S)-2-(fluoromethyl)-5-methoxy-3,4-dihydro-2H-Pyrrole